N1=NN=C(C2=C1C=CC=N2)C(=O)O pyridotriazineformic acid